TETRAHYDRONAPHTHALIN C1CCCC2=CC=CC=C12